C[Si](O[Si](O[Si](O[Si](C1=CC=CC=C1)(C)C)(C1=CC=CC=C1)C1=CC=CC=C1)(C1=CC=CC=C1)C)(C1=CC=CC=C1)C 1,1,3,7,7-pentamethyl-1,3,5,5,7-pentaphenyltetrasiloxane